N(=C=S)C1=NC=C(C=C1C(=O)N1CCCC1)C(F)(F)F [2-isothiocyanato-5-(trifluoromethyl)-3-pyridyl]-pyrrolidin-1-yl-methanone